COC(C1=C(C=C(C(=C1)[N+](=O)[O-])NC)C)=O 2-methyl-4-(methylamino)-5-nitrobenzoic acid methyl ester